P(=O)(OC[N+]1=C(C(=CC=C1)C1=CC(=NO1)CC1=CC=C(C=C1)CC=1C=NN(C1)C)N)(O)[O-] (2-amino-3-(3-(4-((1-methyl-1H-pyrazol-4-yl)methyl)benzyl)isoxazol-5-yl)pyridin-1-ium-1-yl)methyl hydrogen phosphate